[Fe].ClC1=C(C(=CC(=C1)C)C)/N=C(\C)/C1=NC(=CC=C1)/C(/C)=N/C1=C(C=C(C=C1C)C)C (E)-N-(2-chloro-4,6-dimethylphenyl)-1-(6-((E)-1-(mesitylimino)ethyl)pyridin-2-yl)ethan-1-imine iron